[(biphenylyl)dibenzothiophenyl][phenyl(biphenylyl)triazinyl]biphenyl C1(=C(C=CC=C1)C1=C(C2=C(SC3=C2C=CC=C3)C=C1)C=1C(=C(C=CC1)C1=CC=CC=C1)C1=NN=NC(=C1C1=C(C=CC=C1)C1=CC=CC=C1)C1=CC=CC=C1)C1=CC=CC=C1